N-[2-bromo-4-(1,1,1,2,3,3,3-heptafluoropropan-2-yl)-6-(trifluoromethyl)phenyl]-3-[N-(cyclopropylmethyl)-benzoylamino]-2-fluorobenzamide BrC1=C(C(=CC(=C1)C(C(F)(F)F)(C(F)(F)F)F)C(F)(F)F)NC(C1=C(C(=CC=C1)N(CC1CC1)C(C1=CC=CC=C1)=O)F)=O